rac-(3aR,5R,7S,7aR)-5-(4-fluoro-2-methylphenyl)-1,3,3,7-tetramethyl-octahydrobenzo[c]isoxazole FC1=CC(=C(C=C1)[C@H]1C[C@@H]2[C@H](N(OC2(C)C)C)[C@H](C1)C)C |r|